(S)-3-(1-(8-amino-1-methylimidazo[1,5-a]pyrazin-3-yl)ethyl)-5-chloro-6-fluoro-2-isopropoxy-N-(4-methoxyphenyl)benzamide NC=1C=2N(C=CN1)C(=NC2C)[C@@H](C)C=2C(=C(C(=O)NC1=CC=C(C=C1)OC)C(=C(C2)Cl)F)OC(C)C